2-(4-methyl-2-pyridinyl)-6-[3-(4-pyridinyl)propoxy]-3H-quinazolin-4-one CC1=CC(=NC=C1)C1=NC2=CC=C(C=C2C(N1)=O)OCCCC1=CC=NC=C1